ClC1N(CCC2=CC=CC=C12)C1(CCC2=C(NC(=N2)C2=C(C=CC=C2)Cl)C1)C chloro-2-(2-(2-chlorophenyl)-6-methyl-4,5,6,7-tetrahydro-1H-benzo[d]imidazol-6-yl)-1,2,3,4-tetrahydroisoquinoline